[6-[5-[1-benzyloxy-1-(trifluoromethyl) pent-4-enyl]-1,3,4-oxadiazol-2-yl]-5-nitro-3-(trifluoromethyl)-2-pyridinyl] trifluoromethanesulfonate FC(S(=O)(=O)OC1=NC(=C(C=C1C(F)(F)F)[N+](=O)[O-])C=1OC(=NN1)C(CCC=C)(C(F)(F)F)OCC1=CC=CC=C1)(F)F